CC1(N(C(CC(C1)C(C(O)(O)C1CC(N(C(C1)(C)C)OCCCCCCCC)(C)C)CCCCCCCC)(C)C)OCCCCCCCC)C bis(2,2,6,6-tetramethyl-1-(octyloxy)-4-piperidinyl)-decanediol